methyl 5-((3-(bromomethyl)benzyl)oxy)-2-(trifluoromethyl)benzoate BrCC=1C=C(COC=2C=CC(=C(C(=O)OC)C2)C(F)(F)F)C=CC1